C(C)(=O)OCCC(=O)C1=C(C=CC=C1)OC 3-(2-methoxyphenyl)-3-oxopropyl acetate